(2S)-2-(((tert-Butyldimethylsilyl)oxy)methyl)-5-methoxypyrrolidine-1-carboxylic acid tert-butyl ester C(C)(C)(C)OC(=O)N1[C@@H](CCC1OC)CO[Si](C)(C)C(C)(C)C